O(C1=CC=CC=C1)CCNCCOC1=CC=CC=C1 di-(phenoxyethyl)amine